N-[(cis)-3-(cyanoamino)cyclobutyl]-1,3-thiazole-2-carboxamide C(#N)N[C@H]1C[C@H](C1)NC(=O)C=1SC=CN1